C1=C(C=CC2=CC=CC=C12)S(=O)[O-].[Sr+2].C1=C(C=CC2=CC=CC=C12)S(=O)[O-] strontium beta-naphthalenesulfinate